C1=C2C=3C4=C(COC3C=C1C1=CN=C(N1)[C@H]1N(CCC1)C([C@H](C1=CC=CC=C1)NC(OC)=O)=O)C=C(C=C4OC2)C2=CN=C(N2)[C@H]2N(CCC2)C([C@H](C2=CC=CC=C2)NC(OC)=O)=O dimethyl ((1S,1'S)-((2S,2'S)-((5,10-dihydrochromeno[5,4,3-cde]chromene-2,7-diyl)bis(1H-imidazole-5,2-diyl))bis(pyrrolidine-2,1-diyl))bis(2-oxo-1-phenylethane-2,1-diyl))dicarbamate